COC(=O)C=1C=CC2=C(OC[C@@H]3N2CCN(C3)CC3=C(CCC(C3)(C)C)C3=CC=C(C=C3)Cl)C1 (R)-3-((4'-chloro-4,4-dimethyl-3,4,5,6-tetrahydro-[1,1'-biphenyl]-2-yl)methyl)-1,2,3,4,4a,5-hexahydrobenzo[b]pyrazino[1,2-d][1,4]oxazine-8-carboxylic acid methyl ester